1-(tetrahydro-2H-pyran-4-yl)-4-(trifluoromethyl)-1H-imidazole O1CCC(CC1)N1C=NC(=C1)C(F)(F)F